C1(CC2C(CC1)O2)CC[SiH](OCC)OCC (3,4-epoxycyclohexyl)ethyldiethoxysilane